Br.COC(N)=N O-methylisourea hydrobromide